COCCNC=1C=C(C(=O)[O-])C=CC1 3-[(2-methoxyethyl)amino]benzoate